(S)-N-(2-methoxy-9-methyl-8-oxo-6,7,8,9-tetrahydro-5H-pyrido[2,3-b]azepin-7-yl)-4-phenoxypicolinamide COC=1C=CC2=C(N(C([C@H](CC2)NC(C2=NC=CC(=C2)OC2=CC=CC=C2)=O)=O)C)N1